OCC1(COC1)N1C(C(=CC=C1)COC=1C=CC2=C(C=C(O2)C)C1)OC N-(3-(hydroxymethyl)oxetan-3-yl)-5-((2-methoxypyridin-3-yl)methoxy)-2-methylbenzofuran